(5-(((3S,4R)-1-((8-fluoro-2-((R)-tetrahydrofurane-3-yl)quinolin-6-yl)methyl)-4-methylpyrrolidin-3-yl)oxy)-1-oxoisoindolin-2-yl)piperidine-2,6-dione FC=1C=C(C=C2C=CC(=NC12)[C@@H]1COCC1)CN1C[C@H]([C@@H](C1)C)OC=1C=C2CN(C(C2=CC1)=O)N1C(CCCC1=O)=O